2-Methoxyethylamine hydrochloride Cl.COCCN